(1R,7S,8r)-Benzyl 8-((tert-butoxycarbonyl)amino)-4-azabicyclo[5.1.0]octane-4-carboxylate C(C)(C)(C)OC(=O)NC1[C@H]2CCN(CC[C@@H]12)C(=O)OCC1=CC=CC=C1